cyclooctene oxide C12C(CCCCCC1)O2